4-chlorobenzyl (S)-(2-(hydroxycarbamoyl)chroman-8-yl)carbamate ONC(=O)[C@H]1OC2=C(C=CC=C2CC1)NC(OCC1=CC=C(C=C1)Cl)=O